ClC1=CC(=C(C=C1)[C@]1(OC2=C(O1)C=CC=C2C=2CCN(C(C2)=O)CC2=NC1=C(N2C[C@H]2OCC2)C=C(C=C1)C(=O)O)C)F 2-((4-((R)-2-(4-chloro-2-fluorophenyl)-2-methylbenzo[d][1,3]dioxolan-4-yl)-6-oxo-3,6-dihydropyridin-1(2H)-yl)methyl)-1-((S)-oxetan-2-ylmethyl)-1H-benzo[d]imidazole-6-carboxylic acid